OCl.[Mg] magnesium (hydroxyl)chloride